C(C)(=O)CCC(=O)CC(C(CC)=O)=O acetyl-propionyl-(2,3-pentanedione)